(2S,3S)-ethyl 3-((5-fluoro-6-(thiophen-2-yl)-2-(5-trityl-5H-pyrrolo[2,3-b]pyrazin-7-yl)pyrimidin-4-yl)amino)bicyclo[2.2.2]octane-2-carboxylate FC=1C(=NC(=NC1C=1SC=CC1)C1=CN(C2=NC=CN=C21)C(C2=CC=CC=C2)(C2=CC=CC=C2)C2=CC=CC=C2)N[C@@H]2[C@H](C1CCC2CC1)C(=O)OCC